tert-Butyl {2-[({[(2S,5R)-6-benzyloxy-7-oxo-1,6-diazabicyclo[3.2.1]oct-2-yl]carbonyl}amino)oxy]ethyl}(methyl)carbamate C(C1=CC=CC=C1)ON1[C@@H]2CC[C@H](N(C1=O)C2)C(=O)NOCCN(C(OC(C)(C)C)=O)C